N-((R)-1-(3-(difluoromethyl)-2-fluorophenyl)ethyl)-1-((3R,4S)-3-fluorotetrahydro-2H-pyran-4-yl)-4-((1-methylpiperidin-4-yl)amino)-6-oxo-1,6-dihydropyridine-3-carboxamide FC(C=1C(=C(C=CC1)[C@@H](C)NC(=O)C1=CN(C(C=C1NC1CCN(CC1)C)=O)[C@@H]1[C@H](COCC1)F)F)F